BrC1=CC=C(C=C1)N1CCN(CC1)C=1C=CC(=NC1)C(C(F)(F)F)O 1-(5-(4-(4-bromophenyl)piperazin-1-yl)pyridin-2-yl)-2,2,2-trifluoroethan-1-ol